6-chloro-4-(2-methylprop-1-en-1-yl)-1-((1-(methylsulfonyl)azetidin-3-yl)oxy)-2,7-naphthyridine ClC=1C=C2C(=CN=C(C2=CN1)OC1CN(C1)S(=O)(=O)C)C=C(C)C